CNC(C[C@H](CC(C)C)NC1=NC(=NC2=CC=CC=C12)N1CC2(CN(C2)C(C=C)=O)CC1)=O (3S)-N,5-dimethyl-3-((2-(2-(2-propenoyl)-2,6-diazaspiro[3.4]octan-6-yl)-4-quinazolinyl)amino)hexanamide